FC(OC1=C(C=C2C(=NC=NC2=C1)C=1C(=NN(C1)C)C1=CC=CC=C1)O)F 7-(difluoromethoxy)-4-(1-methyl-3-phenyl-1H-pyrazol-4-yl)quinazolin-6-ol